[O-]CCC.[Al+3].[O-]CCC.[O-]CCC aluminum propoxide